4-(isothiazol-4-yl)-3-methoxypyridin-2-amine S1N=CC(=C1)C1=C(C(=NC=C1)N)OC